sodium (S)-3-(3-(1,5-dimethyl-4-oxido-2-oxo-1,2-dihydropyridin-3-yl)ureido)-3-(3-(4-methyl benzyl)phenyl)propanoate CN1C(C(=C(C(=C1)C)[O-])NC(N[C@@H](CC(=O)[O-])C1=CC(=CC=C1)CC1=CC=C(C=C1)C)=O)=O.[Na+].[Na+]